[(4E)-3,3-dimethyl-4-(3-phenylprop-2-yn-1-ylidene)piperidin-1-yl](phenyl)methanone CC/1(CN(CC\C1=C/C#CC1=CC=CC=C1)C(=O)C1=CC=CC=C1)C